FC1=CC=C(CN2CC(OCC2)CN)C=C1 4-(4-fluorobenzyl)-2-aminomethylmorpholine